2-(4-(methylcarbamoyl)phenyl)benzo[d]imidazo[2,1-b]thiazole-7-carboxylic acid CNC(=O)C1=CC=C(C=C1)C=1N=C2SC3=C(N2C1)C=CC(=C3)C(=O)O